C(C)(=O)NC1=NC=C(C(=O)NC2=NC=3C(=C(C=CC3C=3N2CCN3)OCCCN3C[C@H](O[C@H](C3)C)C)OC)C=C1 |o1:30,32| rel-6-acetamido-N-(8-{3-[(2r,6s)-2,6-dimethylmorpholin-4-yl]propoxy}-7-methoxy-2,3-dihydroimidazo[1,2-c]quinazolin-5-yl)nicotinamide